C(C)(C)[C@H]1NC2=CC=C(N=C2C[C@H]1C)OC (2R,3R,4S)-2-isopropyl-6-methoxy-3-methyl-1,2,3,4-tetrahydro-1,5-naphthyridin